C1(CC1)C1=NC(=CC(=C1)C1=C(C=C(C#N)C=C1)C1=NN=CN1C)N1C(C2=C3C(C=CC=C13)=CC(=C2)C(C)NCCOC)=O 4-(2-Cyclopropyl-6-(4-(1-((2-methoxyethyl)amino)ethyl)-2-oxobenzo[cd]indol-1(2H)-yl)pyridin-4-yl)-3-(4-methyl-4H-1,2,4-triazol-3-yl)benzonitrile